N-(4-((4-(3,5-Dichlorophenyl)piperazin-1-yl)sulfonyl)phenyl)-3-(N-((dimethylamino)methylene)-sulfamoyl)benzamide ClC=1C=C(C=C(C1)Cl)N1CCN(CC1)S(=O)(=O)C1=CC=C(C=C1)NC(C1=CC(=CC=C1)S(N=CN(C)C)(=O)=O)=O